F[C@@H]1C[C@@]2(CCCN2C1)COC=1N=CC2=C(N1)C=CN=C2C(=O)N 2-(((2R,7aS)-2-fluorotetrahydro-1H-pyrrolizin-7a(5H)-yl)methoxy)pyrido[4,3-d]pyrimidine-5-carboxamide